9'-{9-[4-(difluoromethoxy)phenyl]-8-oxo-2-[(2,2,2-trifluoroethyl)amino]pyrido[1,2-a]pyrimidin-7-yl}-2',4'-dihydrospiro[cyclopropane-1,3'-pyrazino[1,2-b]indazol]-1'-one FC(OC1=CC=C(C=C1)C=1C(C(=CN2C1N=C(C=C2)NCC(F)(F)F)C2=CC1=C3N(N=C1C=C2)CC2(NC3=O)CC2)=O)F